CC1=NC(=CC(=C1)C=1NC2=CC=C(C=C2C1C(C)C)C1CCN(CC1)CC(=O)N(CCO)CC1=CC=C(C=C1)F)C 2-(4-(2-(2,6-dimethylpyridin-4-yl)-3-isopropyl-1H-indol-5-yl)piperidin-1-yl)-N-(4-fluorobenzyl)-N-(2-hydroxyethyl)acetamide